N1=C(N=CC2=C1COC2)C=2C=CC1=CN(N=C1C2)C2CCC(CC2)CNC(C2=CC(=C(C(=C2)F)O)F)=O N-({(1r,4r)-4-[6-(5,7-dihydrofuro[3,4-d]pyrimidin-2-yl)-2H-indazol-2-yl]cyclohexyl}methyl)-3,5-difluoro-4-hydroxybenzamide